2-(bis(2-fluoroethoxy)meth-oxy)-1,1-difluoroethane FCCOC(OCC(F)F)OCCF